[Si](C)(C)(C(C)(C)C)OCC1=C(C=C(C=C1)NC([C@H](C)NC(OC(C)(C)C)=O)=O)I (S)-tert-butyl (1-((4-(((tert-butyldimethylsilyl)oxy)methyl)-3-iodophenyl)amino)-1-oxopropan-2-yl)carbamate